C(C)OC(=O)C=1N=C2N(C=C(C=N2)C=2C=NN(C2)C)C1 6-(1-methyl-1H-pyrazol-4-yl)imidazo[1,2-a]pyrimidine-2-carboxylic acid ethyl ester